5-cyclopropyl-N-(2,6-dioxopiperidin-3-yl)-2-acetamidothiophene-3-carboxamide C1(CC1)C1=CC(=C(S1)NC(C)=O)C(=O)NC1C(NC(CC1)=O)=O